ClC1=CC=C(C=N1)C=1N=NN(C1)CC1=CC=C(C=N1)C=1OC(=NN1)C(F)F 2-(6-((4-(6-chloropyridin-3-yl)-1H-1,2,3-triazol-1-yl)methyl)pyridin-3-yl)-5-(difluoromethyl)-1,3,4-oxadiazole